8-methyl-2-((3-methyl-4-(4-methylpiperazin-1-yl)phenyl)amino)-9H-purine CC=1NC2=NC(=NC=C2N1)NC1=CC(=C(C=C1)N1CCN(CC1)C)C